[N+](=O)([O-])C=1C=C2C(=NC1)NC(N2)=O 6-nitro-1H-imidazo[4,5-b]pyridin-2(3H)-one